C(C1=CC=CC=C1)N1CCC2(CC1)C(C1=CC(=CC=C1C2)Cl)=O benzyl-6-chlorospiro[indene-2,4'-piperidin]-1(3H)-one